COC1=NC(=NC2=C1NC=N2)N The molecule is a methylguanine in which the methyl group is positioned on the oxygen at position 6. Formed in DNA by alkylation of the oxygen atom of guanine, most often by N-nitroso compounds and sometimes due to methylation by other compounds such as endogenous S-adenosylmethionine, it base-pairs to thymine rather than cytidine, causing a G:C to A:T transition in DNA. It has a role as a mutagen.